ClC1=NC(=CC(=C1)C=1C(=NN2C1N=C(C=C2)C(=O)NCC(CO)(C)O)C2=CC(=CC=C2)C#N)C 3-(2-Chloro-6-methyl-4-pyridyl)-2-(3-cyanophenyl)-N-(2,3-dihydroxy-2-methyl-propyl)pyrazolo[1,5-a]pyrimidine-5-carboxamide